ClC=1C=C(C=C(C1)[C@H](C1COC1)C1=NN=CN1C)N1C(C2=CC(=CC(=C2C1)C(F)(F)F)CNC1(CCC1)C)=O (S)-2-(3-chloro-5-((4-methyl-4H-1,2,4-triazol-3-yl)(oxetan-3-yl)methyl)phenyl)-6-(((1-methylcyclobutyl)amino)methyl)-4-(trifluoromethyl)isoindolin-1-one